BrC=1C=C(C=CC1)C(C(C)O)(CCCOC(CO)C)C 3-(3-bromophenyl)-6-((1-hydroxypropan-2-yl)oxy)-3-methylhexan-2-ol